3,5-dibromo-6-(2,3-difluorophenyl)pyridin-2-amine BrC=1C(=NC(=C(C1)Br)C1=C(C(=CC=C1)F)F)N